2,7-bis(phenylethylmercapto)thianthrene C1(=CC=CC=C1)CCSC1=CC=2SC3=CC=C(C=C3SC2C=C1)SCCC1=CC=CC=C1